C(C)(C)(C)OC(CCCC[C@@H](C)O[C@@H]1O[C@H]([C@@H](C[C@H]1O)O)C)=O (R)-6-(((2R,3R,5R,6s)-3,5-dihydroxy-6-methyltetrahydro-2H-pyran-2-yl)oxy)heptanoic acid tert-butyl ester